N(=[N+]=[N-])[C@](C)(CC)C1=CN=C(C2=CN=C(C=C12)Cl)O[C@H](C)CC(C)(S(=O)(=O)C)C 4-((R)-2-Azidobutan-2-yl)-6-chloro-1-(((R)-4-methyl-4-(methylsulfonyl)pentan-2-yl)oxy)-2,7-naphthyridine